(S)-6-(((1-(1-(difluoromethyl)cyclopropyl)-1H-1,2,3-triazol-4-yl)(6-fluoro-2-methylpyridin-3-yl)methyl)amino)-4-((3,3,3-trifluoro-2,2-dimethylpropyl)amino)quinoline-3,8-dicarbonitrile FC(C1(CC1)N1N=NC(=C1)[C@H](C=1C(=NC(=CC1)F)C)NC=1C=C2C(=C(C=NC2=C(C1)C#N)C#N)NCC(C(F)(F)F)(C)C)F